2-[4-(4-amino-1-methyl-1H-pyrazolo[3,4-d]pyrimidin-3-yl)-phenyl]-N-[5-tert-butyl-2-(4-isopropyl-phenyl)-2H-pyrazol-3-yl]-acetamide NC1=C2C(=NC=N1)N(N=C2C2=CC=C(C=C2)CC(=O)NC=2N(N=C(C2)C(C)(C)C)C2=CC=C(C=C2)C(C)C)C